NC1CCN(CC1)C(C)=O 1-(4-aminopiperidin-1-yl)ethan-1-one